O1[C@H](CC1)COS(=O)(=O)C1=CC=C(C=C1)C (R)-4-methylbenzenesulfonic acid oxetan-2-ylmethyl ester